(1R)-1-(5-{1-[3-(trifluoromethyl)phenyl]cyclopropyl}-1,2,4-oxadiazol-3-yl)-6-azaspiro[2.5]octane-6-sulfonamide FC(C=1C=C(C=CC1)C1(CC1)C1=NC(=NO1)[C@@H]1CC12CCN(CC2)S(=O)(=O)N)(F)F